6'-(3-amino-6-bromo-5-fluoropyrazin-2-yl)-2',3'-dihydro-1'H-spiro[cyclopropane-1,4'-isoquinolin]-1'-one NC=1C(=NC(=C(N1)F)Br)C=1C=C2C3(CNC(C2=CC1)=O)CC3